C1(CCCCC1)C=1C=CC2=C(N=C(S2)N)C1C1=C(C=C(C=C1C)C)C cyclohexyl-4-mesitylbenzothiazol-2-amine